P1(=O)(OC(CCO1)N)[O-] amino-trimethylene phosphate